C(C(=C)C)(=O)OCCCCCCCCCCOC1=CC=C2C=C(C(OC2=C1)=O)C1=CC=CC=C1 10-[3-phenylcoumarin-7-yloxy]-decyl methacrylate